tert-butyl 2-(5-{2-[1-(2,6-dioxopiperidin-3-yl)-3-methyl-2-oxo-1,3-benzodiazol-5-yl] ethynyl} pyrimidin-2-yl)-2,6-diazaspiro[3.5]nonane-6-carboxylate O=C1NC(CCC1N1C(N(C2=C1C=CC(=C2)C#CC=2C=NC(=NC2)N2CC1(C2)CN(CCC1)C(=O)OC(C)(C)C)C)=O)=O